OCC(CO)N[C@@H]1[C@@H]([C@H]([C@@H]([C@]2(O[C@H]12)CO)O)O)O (1R,2S,3R,4S,5R,6R)-5-((2-hydroxy-1-(hydroxymethyl)ethyl)amino)-1-(hydroxymethyl)-7-oxabicyclo[4.1.0]Heptane-2,3,4-triol